7-bromo-2-chloro-N-(3-chlorobenzyl)quinazolin-4-amine BrC1=CC=C2C(=NC(=NC2=C1)Cl)NCC1=CC(=CC=C1)Cl